4-(4-carbomethoxyphenyl)-5-methyl-4-phenyl-3-trifluoromethyl-indolopyrone C(=O)(OC)C1=CC=C(C=C1)C1(C(C(OC2=C1N(C=1C=CC=CC12)C)=O)C(F)(F)F)C1=CC=CC=C1